N-(2-Chloro-6-(3,4-dichlorophenoxy)pyridin-4-yl)-5-(2-(methylsulfonyl)propan-2-yl)benzo[b]thiophen-2-carboxamid ClC1=NC(=CC(=C1)NC(=O)C1=CC2=C(S1)C=CC(=C2)C(C)(C)S(=O)(=O)C)OC2=CC(=C(C=C2)Cl)Cl